(Z)-3-(1-((1-(3-Hydroxy-3-methylbutyl)-5-methyl-1H-pyrazol-3-yl)amino)ethylidene)-5-(4-methylpyridin-3-yl)-1H-pyrrolo[2,3-c]pyridin-2(3H)-one OC(CCN1N=C(C=C1C)N\C(\C)=C\1/C(NC2=CN=C(C=C21)C=2C=NC=CC2C)=O)(C)C